ClC=1C=CC=2N=CNC(C2N1)=O 6-chloro-3H-pyrido[3,2-d]pyrimidin-4-one